N(=[N+]=[N-])CCC=1C(NC2=CC=CC=C2C1)=O Azidoethyl-quinolone